2-t-butyl-9,10-di(1-naphthyl)anthracene C(C)(C)(C)C1=CC2=C(C3=CC=CC=C3C(=C2C=C1)C1=CC=CC2=CC=CC=C12)C1=CC=CC2=CC=CC=C12